6-fluoro-1H-indol FC1=CC=C2C=CNC2=C1